bis(mesitylphenyl)-1,4-benzoquinone diimine C1(=C(C(=CC(=C1)C)C)C1=C(C=CC=C1)N=C1C=CC(C=C1)=NC1=C(C=CC=C1)C1=C(C=C(C=C1C)C)C)C